[Si]([O-])([O-])([O-])[O-].[N+3].[Eu+3].[Ba+2].FC1=C(C2=C(C(=C(C(=C2C(=C1F)F)F)F)F)F)[B-](C1=C(C(=C(C2=C(C(=C(C(=C12)F)F)F)F)F)F)F)(C1=C(C(=C(C2=C(C(=C(C(=C12)F)F)F)F)F)F)F)C1=C(C(=C(C2=C(C(=C(C(=C12)F)F)F)F)F)F)F.C(C)[SiH](CC)CC Triethylsilane tetra(perfluoronaphthyl)borate barium europium nitrogen silicate